CN1CC(CCC1)OC1=CC2=C(N(N=N2)C2=CC=NC(=N2)N)C=C1 6-[5-[(1-methylpiperidin-3-yl)oxy]-1,2,3-benzotriazol-1-yl]pyrimidin-2-amine